CN1CCC(CC1)OC=1C=CC(=NC1)C(=O)O 5-((1-methylpiperidin-4-yl)oxy)picolinic acid